monotetradecyl ether C(CCCCCCCCCCCCC)OCCCCCCCCCCCCCC